N1N=CC=C1.[C] carbon diazole